anti-5-Methyl-cytosine CC=1C(=NC(NC1)=O)N